14-chloro-20-fluoro-15-methoxy-10-oxa-17λ6-thia-18-azatetracyclo[17.3.1.112,16.02,7]tetracosa-1(23),2(7),3,5,12(24),13,15,19,21-nonaene 17,17-dioxide ClC1=CC=2COCCC=3C=CC=CC3C=3C=CC(=C(NS(C(=C1OC)C2)(=O)=O)C3)F